COC(C1=C(C(=CC(=C1)F)N1CC(C1)S(N(CC1=CC=C(C=C1)OC)CC1=CC=C(C=C1)OC)(=O)=O)Cl)=O 3-[3-[bis[(4-methoxyphenyl)methyl]sulfamoyl]azetidin-1-yl]-2-chloro-5-fluoro-benzoic acid methyl ester